N-(2-methoxy-4-(1-phenylcyclopentane-1-carboxamido)phenyl)benzamide COC1=C(C=CC(=C1)NC(=O)C1(CCCC1)C1=CC=CC=C1)NC(C1=CC=CC=C1)=O